COCC=1NC2=CC(=C(C=C2C1)C)C(=O)OC Methyl 2-(methoxymethyl)-5-methyl-1H-indole-6-carboxylate